4-(3-aminopropyl)-1,4-oxazepin-5-one HCl salt Cl.NCCCN1C=COC=CC1=O